7-bromo-3-(2,5-dichloropyrimidin-4-yl)-1-((2-(trimethylsilyl)ethoxy)methyl)-indole-6-carbonitrile BrC=1C(=CC=C2C(=CN(C12)COCC[Si](C)(C)C)C1=NC(=NC=C1Cl)Cl)C#N